S1C=CC=2NC(=CC21)C(=O)N2CCC(CC2)OC=2C=CC=C1C(=NN(C21)C)C2C(NC(CC2)=O)=O 3-(7-((1-(4H-Thieno[3,2-b]pyrrole-5-carbonyl)piperidin-4-yl)oxy)-1-methyl-1H-indazol-3-yl)piperidine-2,6-dione